N-((2,6-dihydroxy-5'-methyl-4-pentyl-1',2',3',4'-tetrahydro-[1,1'-biphenyl]-3-yl)methyl)-N-methylcyclohexanecarboxamide OC1=C(C(=CC(=C1CN(C(=O)C1CCCCC1)C)CCCCC)O)C1CCCC(=C1)C